N(C1=CC=CC=C1)C1=C(NC2=C1C(NCC2CC)=O)C2=CC(=NC=C2)NC(CC2=CC=C(C=C2)F)=O N-{4-[3-Anilino-7-ethyl-4-oxo-4,5,6,7-tetrahydro-1H-pyrrolo[3,2-c]pyridin-2-yl]pyridin-2-yl}-2-(4-fluorophenyl)acetamid